2-(((3aR,5R,6S,6aR)-5-((R)-2,2-dimethyl-1,3-dioxolan-4-yl)-2,2-dimethyltetrahydrofuro[2,3-d][1,3]dioxol-6-yl)oxy)-N-(5-(naphthalen-2-yloxy)pentyl)acetamide CC1(OC[C@@H](O1)[C@@H]1[C@@H]([C@@H]2[C@@H](OC(O2)(C)C)O1)OCC(=O)NCCCCCOC1=CC2=CC=CC=C2C=C1)C